C(C=C)(=O)NC=1C=C(C(=O)NC2=CC(=CC=C2)NC2=CC(=NC=3N2N=CC3C(C)C)N[C@@H]3CNC(CC3)(C)C)C=CC1 (S)-3-acrylamido-N-(3-((5-((6,6-dimethylpiperidin-3-yl)amino)-3-isopropylpyrazolo[1,5-a]pyrimidin-7-yl)amino)phenyl)benzamide